O[C@@H]1C[C@H](CC1)NC(OCCCC)=O butyl ((1S,3S)-3-hydroxycyclopentyl)carbamate